BrC=1C=CC(=C(C1)NC1(CN(CCC1)CCO)C)[N+](=O)[O-] 2-(3-((5-bromo-2-nitrophenyl)amino)-3-methylpiperidin-1-yl)ethan-1-ol